C(CCCCCCC)C1=C(C(C(=O)[O-])=CC(=C1)CCCCCCCC)O.[Zn+2].C(CCCCCCC)C1=C(C(C(=O)[O-])=CC(=C1)CCCCCCCC)O zinc 3,5-dioctylsalicylate